C1C(CN1C(=O)OCC2=CC=CC=C2)C(=O)O Cbz-azetidine-3-carboxylic acid